B(O[Si](OC)(OC)OC)(O[Si](OC)(OC)OC)O[Si](OC)(OC)OC tri(trimethoxysilyl) borate